ClC=1N=CC=2C(=CC=C(C2C1)O)N1[C@H]([C@@H](C1)CS(=O)(=O)C)C 3-chloro-8-[(2S,3R)-3-(methanesulfonylmethyl)-2-methylazetidin-1-yl]isoquinolin-5-ol